FC(C1=NC(=C(C=2N=C(N=C(C21)N2CCOCCC2)OC[C@]21CCCN1C[C@@H](C2)F)F)C2=CC(=CC1=CC=C(C(=C21)C#C)F)O)F 4-(5-(difluoromethyl)-8-fluoro-2-(((2R,7aS)-2-fluorotetrahydro-1H-pyrrolizin-7a(5H)-yl)methoxy)-4-(1,4-oxazepan-4-yl)pyrido[4,3-d]pyrimidin-7-yl)-5-ethynyl-6-fluoronaphthalen-2-ol